ClC=1C=C2C(=NC(=NC2=C(C1C1=C2C(=NNC2=CC=C1C)C(F)(F)F)F)N1CC(C1)N(C)C)N1C[C@H](N(C[C@@H]1C)C(C=C)=O)C 1-((2R,5S)-4-(6-chloro-2-(3-(dimethylamino)azetidin-1-yl)-8-fluoro-7-(5-methyl-3-(trifluoromethyl)-1H-indazol-4-yl)quinazolin-4-yl)-2,5-dimethylpiperazin-1-yl)prop-2-en-1-one